ClC=1C(=NC(=C(C1)F)C1=C(C=C(C=C1)C(F)(F)F)F)C(=O)O 3-Chloro-5-fluoro-6-(2-fluoro-4-(trifluoromethyl)phenyl)picolinic acid